6-((tert-Butoxycarbonyl)((4-methoxy-3,5-dimethylpyridin-2-yl)methyl)amino)-4-morpholino-1H-indole-1-carboxylic acid tert-butyl ester C(C)(C)(C)OC(=O)N1C=CC2=C(C=C(C=C12)N(CC1=NC=C(C(=C1C)OC)C)C(=O)OC(C)(C)C)N1CCOCC1